C1(=CC=CC2=CC=CC=C12)[Si](OC)(OC)OC α-naphthyltrimethoxysilane